C1CCC2=CC(=CC=C12)NC(NC1=CC=CC=C1)=O 3-(2,3-dihydro-1H-inden-5-yl)-1-phenyl-urea